[(3-hydroxy-4-methoxypyridin-2-yl)carbonyl]-L-alaninate OC=1C(=NC=CC1OC)C(=O)N[C@@H](C)C(=O)[O-]